CC1=NN2C(N(C([C@H](CC2)NC(=O)C2=NC=C3C(=N2)N(N=C3)C3CCOCC3)=O)C)=C1 N-[(6S)-2,4-Dimethyl-5-oxo-7,8-dihydro-6H-pyrazolo[1,5-a][1,3]diazepin-6-yl]-1-tetrahydropyran-4-yl-pyrazolo[3,4-d]pyrimidin-6-carboxamid